4-(2,5-dimethyl-1H-pyrrol-1-yl)-2,2'-bipyridine CC=1N(C(=CC1)C)C1=CC(=NC=C1)C1=NC=CC=C1